4-(4-(4-(4-bromobutoxy)phenyl)azepan-1-yl)-2-(trifluoromethyl)benzonitrile BrCCCCOC1=CC=C(C=C1)C1CCN(CCC1)C1=CC(=C(C#N)C=C1)C(F)(F)F